rac-citronellol tert-butyl-(S)-2-(1-oxo-6-(4,4,5,5-tetramethyl-1,3,2-dioxaborolan-2-yl)isoindolin-2-yl)propanoate C(C)(C)(C)[C@](C(=O)OCC[C@@H](CCC=C(C)C)C)(C)N1C(C2=CC(=CC=C2C1)B1OC(C(O1)(C)C)(C)C)=O |&1:10|